6-(3,5-dichloro-4-hydroxyphenyl)-4-((1-phenylethyl)amino)quinoline-3-carbonitrile ClC=1C=C(C=C(C1O)Cl)C=1C=C2C(=C(C=NC2=CC1)C#N)NC(C)C1=CC=CC=C1